4,4'-((tetrahydrofuran-2-yl)methylene)dianiline O1C(CCC1)C(C1=CC=C(N)C=C1)C1=CC=C(N)C=C1